(1R,2S)-1-(2-chlorophenyl)-N1-methyl-N2-(4-(trifluoromethyl)benzyl)-cyclohexane-1,2-diamine ClC1=C(C=CC=C1)[C@]1([C@H](CCCC1)NCC1=CC=C(C=C1)C(F)(F)F)NC